C(N)(OCC(CC(C)(C)C)C1=CC=C(C=C1)C#N)=O (tert-butyl 2-(4-cyanophenyl) propyl) carbamate